OC1(CCNCC1)C#CC1=CN=C(C2=CC(=C(C=C12)C(=O)N)OC(C)C)OC[C@H]1NC(CC1)=O (S)-4-((4-hydroxypiperidin-4-yl)ethynyl)-7-isopropoxy-1-((5-oxopyrrolidin-2-yl)methoxy)isoquinoline-6-carboxamide